strontium samarium scandium [Sc].[Sm].[Sr]